7-bromoquinazolin BrC1=CC=C2C=NC=NC2=C1